2-(2-aminoethyl)-1-methylpyridin-1-ium NCCC1=[N+](C=CC=C1)C